(S)-3-(1-(6-ethoxy-5-methoxypyridin-2-yl)-2-(methylsulfonyl)ethyl)-6-(2-methoxyphenyl)-7-methyl-1H-imidazo[4,5-b]pyridin-2(3H)-one C(C)OC1=C(C=CC(=N1)[C@@H](CS(=O)(=O)C)N1C(NC=2C1=NC=C(C2C)C2=C(C=CC=C2)OC)=O)OC